rac-N-{(3S,4S)-7-methyl-6-oxo-4-[(6-phenylpyridin-2-yl)methyl]-1,3,4,6-tetrahydro-2H-quinolizin-3-yl}methanesulfonamide CC=1C(N2[C@H]([C@H](CCC2=CC1)NS(=O)(=O)C)CC1=NC(=CC=C1)C1=CC=CC=C1)=O |r|